CC1(C2C=CC(C1)C2)C(=O)O 5-methyl-5-hydroxycarbonylbicyclo[2.2.1]Hept-2-ene